5-Aminopentan-1-ol NCCCCCO